N1(C=NC=C1)C1C(=C(C(CC1)(C)C)/C=C/C(=C/C=C/C(=C\C(=O)NCC1=CC=C(C=C1)O)/C)/C)C (2Z,4E,6E,8E)-9-(3-(1H-imidazol-1-yl)-2,6,6-trimethylcyclohex-1-en-1-yl)-N-(4-hydroxybenzyl)-3,7-dimethylnona-2,4,6,8-tetraenamide